ClC=1C=C(C=CC1)CN1N=C(C=C1C1=CC=CC=C1)CO [1-[(3-Chlorophenyl)methyl]-5-phenyl-1H-pyrazol-3-yl]methanol